6-{[(3S)-3-methylpiperidin-1-yl]methyl}-4-(methylsulfanyl)-2,3-dihydroisoindol-1-one C[C@@H]1CN(CCC1)CC1=CC(=C2CNC(C2=C1)=O)SC